C(C=C)(=O)N1C[C@@H]2COC3=C(C(N2CC1)=O)C(=NC(=C3Cl)C3=C(C=CC=C3O)F)N3C(C[C@H](C3)O)(C)C (6aR)-8-Acryloyl-4-chloro-3-(2-fluoro-6-hydroxyphenyl)-1-((R)-4-hydroxy-2,2-dimethylpyrrolidin-1-yl)-6,6a,7,8,9,10-hexahydro-12H-pyrazino[2,1-c]pyrido[3,4-f][1,4]oxazepin-12-one